(E)-N-(4-(5-hydroxy-1-(4-hydroxyphenyl)-2-phenylpent-1-en-1-yl)phenyl)-2-(piperidin-1-yl)acetamide OCCC\C(=C(/C1=CC=C(C=C1)O)\C1=CC=C(C=C1)NC(CN1CCCCC1)=O)\C1=CC=CC=C1